COC(=O)N1CC2(C1)CC(CC2)N2CCC(CC2)N2[C@H](CCC2)C2=CN=CO2 6-{4-[(2R)-2-(1,3-oxazol-5-yl)pyrrolidin-1-yl]piperidin-1-yl}-2-azaspiro[3.4]octane-2-carboxylic acid methyl ester